2,3,4,5-tetrahydrobenzo[f][1,4]oxazepine-8-carboxamide O1CCNCC2=C1C=C(C=C2)C(=O)N